1-[tri(ethoxy)silyl]-propyl-3,4-dimethyl-1H-pyrrole-2,5-dione C(C)O[Si](C(CC)N1C(C(=C(C1=O)C)C)=O)(OCC)OCC